(S)-4-(4-(hydroxymethyl)benzyl)-2-methylpiperazine-1-carboxylic acid tert-butyl ester C(C)(C)(C)OC(=O)N1[C@H](CN(CC1)CC1=CC=C(C=C1)CO)C